FC(OC1=CC2=C(N=C(O2)C2=C(C(=CC=C2)B2OC(C(O2)(C)C)(C)C)C)C=C1CN1[C@@H](CCC1)C(=O)OC)F methyl ((6-(difluoromethoxy)-2-(2-methyl-3-(4,4,5,5-tetramethyl-1,3,2-dioxaborolan-2-yl) phenyl) benzo[d]oxazol-5-yl) methyl)-L-prolinate